FC(CNC(=O)N1CC2(CC2)[C@@H]([C@@H]1CC=1C(=C(C=CC1)C1=CC=CC=C1)F)NS(=O)(=O)CF)(C)C (6S,7S)-N-(2-fluoro-2-methylpropyl)-6-((2-fluoro-[1,1'-biphenyl]-3-yl)methyl)-7-((fluoromethyl)sulfonamido)-5-azaspiro[2.4]heptane-5-carboxamide